homovanillic acid (R)-tert-Butyl-2-(tosyloxymethyl)morpholine-4-carboxylate C(C)(C)(C)OC(=O)N1C[C@@H](OCC1)COS(=O)(=O)C1=CC=C(C)C=C1.C(CC1=CC(OC)=C(O)C=C1)(=O)O